C(C(C)N(CCCC(=O)O)CCCC(=O)O)N(CCCC(=O)O)CCCC(=O)O propylenediaminetetrabutyric acid